4-amino-3-phenylamino-6-phenylpyrazolo[3,4-d]pyrimidine NC1=C2C(=NC(=N1)C1=CC=CC=C1)NN=C2NC2=CC=CC=C2